FC1=C(C(=O)N[C@H](C(=O)OC)CC2=CC=C(C=C2)C2=C(C=C(C=C2OC)COCCOCCOCCOCCO)OC)C(=CC=C1)F methyl (S)-2-(2,6-difluorobenzamido)-3-(4'-(13-hydroxy-2,5,8,11-tetraoxatridecyl)-2',6'-dimethoxy-[1,1'-biphenyl]-4-yl)propanoate